3-[3-Methyl-2-oxo-4-[3-[(3R)-pyrrolidin-3-yl]oxypropyl]benzimidazol-1-yl]piperidine-2,6-dione CN1C(N(C2=C1C(=CC=C2)CCCO[C@H]2CNCC2)C2C(NC(CC2)=O)=O)=O